3-Chloro-6,7-dihydro-5H-cyclopenta[b]pyrazine 1-oxide ClC=1N=C2C(=[N+](C1)[O-])CCC2